2-(3-ethenylphenyl)ethanamine C(=C)C=1C=C(C=CC1)CCN